8-benzyl-4,4-dimethyl-1-oxa-3,8-diazaspiro[4.5]decan-2-one C(C1=CC=CC=C1)N1CCC2(C(NC(O2)=O)(C)C)CC1